C12(CC3CC(CC(C1)C3)C2)CC(=N)NC([C@H](CC2=CNC3=CC=CC=C23)NC(OC(C)(C)C)=O)=O tert-butyl (S)-1-(2-(adamantan-1-yl)acetimidamidooxy)-3-(1H-indol-3-yl)-1-oxopropan-2-ylcarbamate